NC=1C(=CC(=C(C1)C1=CC(=C(C=C1)F)Cl)C(F)(F)F)C(=O)OC methyl 5-amino-3'-chloro-4'-fluoro-2-(trifluoromethyl)-[1,1'-biphenyl]-4-carboxylate